methyl 2-((tert-butoxycarbonyl) amino)-3-nitrobenzoate C(C)(C)(C)OC(=O)NC1=C(C(=O)OC)C=CC=C1[N+](=O)[O-]